Ethyl (S)-2-(2,5-difluoro-4-(3-fluoro-6-hydroxypyridin-2-yl)benzyl)-4-fluoro-1-(oxetan-2-ylmethyl)-1H-benzo[d]imidazole-6-carboxylate FC1=C(CC2=NC3=C(N2C[C@H]2OCC2)C=C(C=C3F)C(=O)OCC)C=C(C(=C1)C1=NC(=CC=C1F)O)F